1-(2,3-dihydro-1H-inden-4-yl)-1H-imidazo[4,5-c]pyridin-2(3H)-one C1CCC2=C(C=CC=C12)N1C(NC=2C=NC=CC21)=O